FC1([C@H](COC1)NC(N([C@@H](C)C1=CC=NC=C1)C)=O)F 3-[(3S)-4,4-difluorotetrahydrofuran-3-yl]-1-methyl-1-[(1S)-1-(4-pyridyl)ethyl]urea